tert-butyl 7-(((trifluoromethyl)sulfonyl)oxy)-2-azaspiro[4.4]non-7-ene-2-carboxylate FC(S(=O)(=O)OC=1CC2(CCN(C2)C(=O)OC(C)(C)C)CC1)(F)F